IC1=CC2=C(S1)C=CS2 2-iodothieno[3,2-b]thiophene